2-((2-(3-fluorophenyl)quinolin-7-yl)(hydroxy)methylene)malononitrile FC=1C=C(C=CC1)C1=NC2=CC(=CC=C2C=C1)C(=C(C#N)C#N)O